CC(CC(=O)NC1=CC=C(C=C1)C1=NC(=NC=C1C)NC(C1=CC(=CC(=C1)C(F)(F)F)C(F)(F)F)=O)(C)C N-(4-(4-(3,3-dimethylbutyramido)phenyl)-5-methylpyrimidin-2-yl)-3,5-bis(trifluoromethyl)benzamide